N1(CCNCC1)C(=O)C=1C=NC2=CC=CC=C2C1 piperazin-1-yl(3-quinolyl)methanone